(1R,2S)-2-(3-amino-1-tert-butoxycarbonyl-indazol-6-yl)-5'-methoxy-2'-oxo-spiro[cyclopropane-1,3'-indoline] NC1=NN(C2=CC(=CC=C12)[C@@H]1C[C@@]12C(NC1=CC=C(C=C21)OC)=O)C(=O)OC(C)(C)C